methionin amide N[C@@H](CCSC)C(=O)N